(R)-2-((1-(2-cyano-3-(4-(cyclopentanecarbonyl)piperazin-1-yl)-7-methylquinoxalin-5-yl)ethyl)amino)benzoic acid C(#N)C1=NC2=CC(=CC(=C2N=C1N1CCN(CC1)C(=O)C1CCCC1)[C@@H](C)NC1=C(C(=O)O)C=CC=C1)C